2,6-dimethyl-5-nitro-2H-indazole CN1N=C2C=C(C(=CC2=C1)[N+](=O)[O-])C